7-[6-(2-chloro-5-methoxy-phenyl)-2,4-dioxo-1H-thieno[3,2-d]pyrimidin-3-yl]thieno[3,2-c]pyridine-2-carboxylic acid ethyl ester C(C)OC(=O)C1=CC=2C=NC=C(C2S1)N1C(NC2=C(C1=O)SC(=C2)C2=C(C=CC(=C2)OC)Cl)=O